{2-[(2R)-2-{4-[2-(dimethylamino)ethoxy]phenyl}-2-hydroxyethyl]-2H-indazol-4-yl}boronic acid CN(CCOC1=CC=C(C=C1)[C@H](CN1N=C2C=CC=C(C2=C1)B(O)O)O)C